1-Cyclohexyl-3-(pyridin-2-ylmethyl)urea C1(CCCCC1)NC(=O)NCC1=NC=CC=C1